CN1N=C2C=CC(=CC2=C1)NC(CCC1=CC=CC=C1)=O N-(2-methyl-2H-indazol-5-yl)-3-phenylpropanamide